C1C(=O)NC(=O)NC1=O 2,4,6-trioxypyrimidine